NC1=C(C(=O)OC)C=C(C(=C1I)C1=NC=C(C(=C1)C)F)C(F)(F)F methyl 2-amino-4-(5-fluoro-4-methylpyridin-2-yl)-3-iodo-5-(trifluoromethyl)benzoate